(R)-2-(2,4-difluorophenyl)-1,1-difluoro-3-(1H-tetrazol-1-yl)-1-(5-(4-(4-(2-(2,2,2-trifluoroethyl)-1H-benzo[d]imidazol-6-yl)piperazin-1-yl)phenyl)pyridin-2-yl)propan-2-ol FC1=C(C=CC(=C1)F)[C@](C(C1=NC=C(C=C1)C1=CC=C(C=C1)N1CCN(CC1)C=1C=CC2=C(NC(=N2)CC(F)(F)F)C1)(F)F)(CN1N=NN=C1)O